3,9-diazabicyclo[3.3.1]nonane-3-carboxylic acid C12CN(CC(CCC1)N2)C(=O)O